CC/C=C/C/C=C/C/C=C/C/C=C/C/C=C/CCCC(N)=O Eicosapentaenamide